N-(3-(1,1-difluoroethyl)phenyl)-2-(4-(difluoromethoxy)phenyl)-5-methyl-2H-1,2,3-triazole-4-carboxamide FC(C)(F)C=1C=C(C=CC1)NC(=O)C1=NN(N=C1C)C1=CC=C(C=C1)OC(F)F